C(C)C=1C=NN(C1)C1(CN(C1)C=1C=2N(C=CC1)N=C(N2)NC2=CC=C(C=C2)C(=O)N2CCN(CC2)C2COC2)CC#N 2-[3-(4-ethylpyrazol-1-yl)-1-[2-[4-[4-(oxetan-3-yl)piperazine-1-carbonyl]anilino]-[1,2,4]triazolo[1,5-a]pyridin-8-yl]azetidin-3-yl]acetonitrile